C(CCC)C1(CS(C2=C(N(C1)C1=CC=CC=C1)C=C(C(=C2)O/C=C/C(=O)OC(C)(C)C)F)(=O)=O)CCCC tert-butyl (E)-3-((3,3-dibutyl-7-fluoro-1,1-dioxido-5-phenyl-2,3,4,5-tetrahydro-1,5-benzothiazepin-8-yl)oxy)acrylate